C(C=C)C1=C(COC2OCCCC2)C=CC=C1 2-((2-allylbenzyl)oxy)tetrahydro-2H-pyran